ClC=1C=CC2=C(CC(CC=3N2C(=NN3)[C@@H]3CC[C@H](CC3)OC3=NC=CC=C3)OC(=O)C3CC(C3)(F)F)C1 8-Chloro-1-[trans-4-(pyridin-2-yloxy)cyclohexyl]-5,6-dihydro-4H-[1,2,4]triazolo[4,3-a][1]benzazepin-5-yl-3,3-difluorocyclobutancarboxylat